2-methyl-4-[{6-(trifluoromethyl)pyridin-3-yl}oxy]benzo[d]thiazole-7-carbonitrile CC=1SC2=C(N1)C(=CC=C2C#N)OC=2C=NC(=CC2)C(F)(F)F